NC1=NC=C(C=N1)C1=CC(=C2C(=N1)SC(=C2N)S(=O)C2CCC2)C(F)(F)F 6-(2-aminopyrimidin-5-yl)-2-(cyclobutylsulfinyl)-4-(trifluoromethyl)thieno[2,3-b]pyridin-3-amine